N,N-dimethylguanidine CN(C(=N)N)C